(oxiran-2-yl)methanone O1C(C1)C=O